NCC1CCC(CC1)N 4-(aminomethyl)cyclohexylamine